6-((tert-butyldimethylsilyl)oxy)spiro[3.3]heptan-2-ol [Si](C)(C)(C(C)(C)C)OC1CC2(CC(C2)O)C1